N-(4-methoxyphenyl)-1-(4-(1,2,2-triphenylvinyl)phenyl)methanimine COC1=CC=C(C=C1)N=CC1=CC=C(C=C1)C(=C(C1=CC=CC=C1)C1=CC=CC=C1)C1=CC=CC=C1